N-(2-fluoro-4-(trifluoromethyl)benzyl)bicyclo[1.1.1]pentan-1-amine FC1=C(CNC23CC(C2)C3)C=CC(=C1)C(F)(F)F